C(#N)C1CC2(C1)C[C@H](N(CC2)CC2=C1C=CNC1=C(C=C2OC)C)C2=CC=C(C(=O)N[C@@H](COC)C(=O)O)C=C2 N-(4-((2R,4s,6S)-2-cyano-7-((5-methoxy-7-methyl-1H-indol-4-yl)methyl)-7-azaspiro[3.5]nonan-6-yl)benzoyl)-O-methylserine